1-(3-((4,4-bis(octyloxy) butanoyl)oxy)-2-(hydroxymethyl)propyl) 7-(3-pentyloctyl) heptanedioate C(CCCCCC(=O)OCCC(CCCCC)CCCCC)(=O)OCC(COC(CCC(OCCCCCCCC)OCCCCCCCC)=O)CO